S1C(=CC=C1)C1=C2C(OC(C2=C(C=C1)C=1SC=CC1)=O)=O 4,7-bis(2-thienyl)isobenzofuran-1,3-dione